C(C)(C)(C)[Si](OCC[C@@H]1OC(OC1(C)C)(C)C)(C)C tert-butyldimethyl{2-[(4S)-2,2,5,5-tetramethyl-1,3-dioxolan-4-yl]ethoxy}silane